4-((5-(Cyclopropoxydifluoromethyl)pyridin-2-yl)amino)-N-methyl-3-(1-methyl-1H-imidazol-4-yl)benzenesulfonamide C1(CC1)OC(C=1C=CC(=NC1)NC1=C(C=C(C=C1)S(=O)(=O)NC)C=1N=CN(C1)C)(F)F